S1C(=CC=C1)C1CNC(CO1)([2H])[2H] 2-(thien-2-yl)morpholine-5,5-d2